C12C3CC4C5C=CC(C4CC3C(C3C4C6C7CCC(C6C(C31)C4)C7)C2)C5 nonacyclo[10.10.1.15,8.114,21.116,19.02,11.04,9.013,22.015,20]-6-hexacosene